6-(2-(ethoxymethoxy)-6-methyl-4-(trifluoromethyl)phenyl)-2H-pyrazolo[3,4-b]pyrazine C(C)OCOC1=C(C(=CC(=C1)C(F)(F)F)C)C=1C=NC=2C(N1)=NNC2